C1(CC1)N(C(OC(C)(C)C)=O)C1CCN(CC1)C=1C2=CN(N=C2C(=CC1F)C(NC1=CC2=CN(N=C2C(=C1)F)C)=O)C tert-butyl N-cyclopropyl-N-[1-[5-fluoro-7-[(7-fluoro-2-methyl-indazol-5-yl)carbamoyl]-2-methyl-indazol-4-yl]-4-piperidyl]carbamate